3-[methyl(oxetan-3-yl)amino]propanamide CN(CCC(=O)N)C1COC1